N1(CCCC1)CCOC1=CC=C(NC2=NC=C3C(=N2)NC(NC3)=O)C=C1 7-[4-(2-pyrrolidin-1-ylethoxy)anilino]-4H-pyrimido[4,5-d]pyrimidin-2-one